(3-amino-5-bromo-2,6-difluorophenyl)(5-chloro-1H-pyrrolo[2,3-b]pyridin-3-yl)methanone NC=1C(=C(C(=C(C1)Br)F)C(=O)C1=CNC2=NC=C(C=C21)Cl)F